ClC=1C=C(C=O)C=C(C1)OC(F)(F)F 3-chloro-5-(trifluoromethoxy)benzaldehyde